Cl.N1C=NC(=C1)C1=CC=C(C=C1)C(C(=O)NCC1=CC(=CC=C1)Cl)N1C(C(C2=C(C=CC(=C12)C)C)=O)=O (4-(1H-imidazol-4-yl)phenyl)-N-(3-chlorobenzyl)-2-(4,7-dimethyl-2,3-dioxoindolin-1-yl)acetamide hydrochloride